BrC=1C=C2C(NC(=NC2=C(C1)F)C1CCN(CC1)C1CC1)=O 6-bromo-2-(1-cyclopropylpiperidin-4-yl)-8-fluoroquinazoline-4(3H)-one